CC1=C(C(C)(C)C)C=CC=C1 tetramethyl-toluene